C(#C)C=1SC=C(N1)NC(=O)NCC1=CC=C(C=C1)C1=CC(=CC=C1)C1(CC1)O 1-(2-ethynylthiazol-4-yl)-3-((3'-(1-hydroxycyclopropyl)-[1,1'-biphenyl]-4-yl)methyl)urea